CN(CCOCCO)CCOCCO 2,2'-(((methylazanediyl)bis(ethane-2,1-diyl))bis(oxy))diethanol